4-(((2-chloro-4-cyano-phenyl)sulfonyl)difluoro-methyl)-N-(pyridazin-4-yl)piperidine-1-carboxamide ClC1=C(C=CC(=C1)C#N)S(=O)(=O)C(C1CCN(CC1)C(=O)NC1=CN=NC=C1)(F)F